BrC1=CC=C(C(=C1C(=O)O)C)OC 6-Bromo-3-methoxy-2-methylbenzoic acid